NC1=C(C=C(C=N1)C=1C=C2N(N1)CC[C@]21CN(CC1)C(=O)NC1(CCC1)C1=NC=CC=C1)C(F)(F)F |r| (rac)-2'-[6-amino-5-(trifluoromethyl)pyridin-3-yl]-N-[1-(pyridin-2-yl)cyclobutyl]-5',6'-dihydrospiro[pyrrolidine-3,4'-pyrrolo[1,2-b]pyrazole]-1-carboxamide